C(C(=C)C)(=O)OC[Si](O[Si](COC(C(=C)C)=O)(C)C)(C)C 1,3-bis(methacryloyloxymethyl)tetramethyldisiloxane